C[C@@H]1N(CCC1)C(=O)C1C=NSC1C=1C=NC(=CC1C(F)(F)F)N[C@H](C(F)(F)F)CC 4-((S)-2-methylpyrrolidine-1-carbonyl)-5-(6-(((S)-1,1,1-trifluorobutan-2-yl)amino)-4-(trifluoromethyl)pyridin-3-yl)thiazoleN